methyl 5-(1-azidoethyl)-4-methoxy-2-((2-(trimethylsilyl)ethoxy)methyl)-2H-indazole-7-carboxylate N(=[N+]=[N-])C(C)C1=C(C2=CN(N=C2C(=C1)C(=O)OC)COCC[Si](C)(C)C)OC